2-amino-2-(3-fluoro-2-(trifluoromethyl)phenyl)-6-hydroxy-6-methylcyclohexan-1-one hydrochloride Cl.NC1(C(C(CCC1)(C)O)=O)C1=C(C(=CC=C1)F)C(F)(F)F